[Mn].[Ni].[Zn].[Cu] COPPER-ZINC-NICKEL-MANGANESE